C1(C=CCC=C1)[SiH](C1C=CCC=C1)C1C=CCC=C1 tri(cyclohexa-2,5-dien-1-yl)silane